NC1=CC(=C(C=C1F)C(=O)N1CCN(CC1)CC)F (4-amino-2,5-difluorophenyl)(4-ethylpiperazin-1-yl)methanone